CC1=C(OC(C(=O)OCC)(C)C)C(=CC(=C1)CN1CCN(CC1)CCC1=CC=C(C=C1)SC)C Ethyl 2-(2,6-dimethyl-4-((4-(4-(methylthio) phenethyl) piperazin-1-yl) methyl) phenoxy)-2-methylpropionate